4-(methylsulfonyl)-N-(prop-2-yn-1-yl)-2H-spiro[benzofuran-3,1'-cyclopropane]-7-amine CS(=O)(=O)C1=CC=C(C2=C1C1(CC1)CO2)NCC#C